COC1=CC=C(CNC(NC2CC3(CC(C3)C(=O)O)C2)=O)C=C1 6-(3-(4-methoxybenzyl)ureido)spiro[3.3]heptane-2-carboxylic acid